FC=1C=C(CNCCCCOCCNC2=NC3=C(C4=CN=CC=C24)C=CC=C3)C=C(C1)CO 5-((2-(4-((3-fluoro-5-(hydroxymethyl)benzyl)amino)butoxy)ethyl)amino)benzo[c][2,6]naphthyridine